CC(C[C@@H](C(N[C@H](C=O)C[C@H]1C(NCC1)=O)=O)NC(O[C@@H](C(F)(F)C1=CC(=CC=C1)Cl)C1=CC=CC=C1)=O)C (R)-2-(3-chlorophenyl)-2,2-difluoro-1-phenylethyl ((S)-4-methyl-1-oxo-1-(((S)-1-oxo-3-((S)-2-oxopyrrolidin-3-yl)propan-2-yl)amino)pentan-2-yl)carbamate